O1COC2=C1C=CC(=C2)CNC2=C1C(N(C(=NC1=CC=C2)C)C2C(NC(CC2)=O)=O)=O 3-(5-((benzo[d][1,3]dioxol-5-ylmethyl)amino)-2-methyl-4-oxoquinazolin-3(4H)-yl)piperidine-2,6-dione